CC1=NC(=NC(=C1)C)COC1=CC=C(C=C1)C=1C=C(C(NC1C(F)(F)F)=O)C(=O)N 5-(4-((4,6-Dimethylpyrimidin-2-yl)methoxy)phenyl)-2-oxo-6-(trifluoromethyl)-1,2-dihydropyridine-3-carboxamide